1-((3-(1-(difluoromethyl)-1H-pyrazol-4-yl)-5-((2,4-dimethoxybenzyl)amino)-2-oxo-2,3-dihydro-1H-imidazo[4,5-b]pyridin-1-yl)methyl)cyclopropane-1-carbonitrile FC(N1N=CC(=C1)N1C(N(C=2C1=NC(=CC2)NCC2=C(C=C(C=C2)OC)OC)CC2(CC2)C#N)=O)F